BrC=1C(=NC(=NC1)NC1=CC(=C(C=C1OC)N1CCC(CC1)N1CCN(CC1)C(=O)OCC1=CC=CC=C1)CC)NC=1C(=C2N=CC=NC2=CC1)N(S(=O)(=O)C)C benzyl 4-(1-(4-((5-bromo-4-((5-(N-methylmethylsulfonamido)quinoxalin-6-yl)amino)pyrimidin-2-yl)amino)-2-ethyl-5-methoxyphenyl)piperidin-4-yl)piperazine-1-carboxylate